tert-Butyl 4-chloro-7,8-dihydropyrido[3',4':4,5]thieno[2,3-d]pyrimidine-6(5H)-carboxylate ClC=1C2=C(N=CN1)SC1=C2CN(CC1)C(=O)OC(C)(C)C